BrC1=CC2=C(N=C(N=C2N[C@H](C)C2=C(C(=CC=C2)C(F)(F)F)C)C)N=C1C(F)(F)F 6-bromo-2-methyl-N-{(1R)-1-[2-methyl-3-(trifluoromethyl)phenyl]ethyl}-7-(trifluoromethyl)pyrido[2,3-d]pyrimidin-4-amine